2,4-dicarboxybenzenesulfonic acid C(=O)(O)C1=C(C=CC(=C1)C(=O)O)S(=O)(=O)O